(3aR,6aS)-5-(9-Methyl-2-((4-(pyridin-3-yl)-1H-imidazol-2-yl)ethynyl)-9H-purin-6-yl)hexahydro-1H-furo[3,4-c]pyrrole CN1C2=NC(=NC(=C2N=C1)N1C[C@@H]2[C@H](C1)COC2)C#CC=2NC=C(N2)C=2C=NC=CC2